C(=O)(OC(C)(C)C)N(S(=O)(=O)C1=NC=CC(=C1)Br)C(=O)OC(C)(C)C N,N-di-Boc-4-bromopyridine-2-sulfonamide